diethyl 2-nitro-3-oxo-succinate [N+](=O)([O-])C(C(=O)OCC)C(C(=O)OCC)=O